NC=1C=C(C=CC1O)C[C@@H](C[C@@H](C(=O)O)C)NC(=O)OC(C)(C)C (2S,4R)-5-(3-amino-4-hydroxyphenyl)-4-((tert-butoxycarbonyl)amino)-2-methylpentanoic acid